C1(CCC1)CN[C@H]1[C@@H](C1)C=1C=C(SC1C)C(=O)NC1CCOCC1 4-((1S,2R)-2-((cyclobutylmethyl)-amino)cyclopropyl)-5-methyl-N-(tetrahydro-2H-pyran-4-yl)thiophene-2-carboxamide